ClC1=CC=C(C=C1)C(C(=O)C1=CC=CC=C1)=C 2-(4-chlorophenyl)-1-phenylprop-2-ene-1-one